OC[C@@H](C(=O)N1CC2=NN(C=C2C1)S(=O)(=O)C=1C=NC(=CC1)OC)C1=CC=CC=C1 (2S)-3-hydroxy-1-{2-[(6-methoxypyridin-3-yl)sulfonyl]-2H,4H,5H,6H-pyrrolo[3,4-c]pyrazol-5-yl}-2-phenylpropan-1-one